5-bromo-1H-pyrrolo[2,3-b]pyridine-2,3-dione BrC=1C=C2C(=NC1)NC(C2=O)=O